2,3-Dimethoxy-5-methyl-p-benzoquinone CC1=CC(=O)C(=C(C1=O)OC)OC